(4S)-1-((1S)-1-(2-(amino(3,3-difluorocyclobutyl)methyl)imidazo[1,2-b]pyridazin-7-yl)-2-methoxyethyl)-4-(trifluoromethyl)imidazolidin-2-one NC(C=1N=C2N(N=CC(=C2)[C@@H](COC)N2C(N[C@@H](C2)C(F)(F)F)=O)C1)C1CC(C1)(F)F